3-bromo-4-chloro-5-(4-(oxetan-3-yl)piperazin-1-yl)benzonitrile BrC=1C=C(C#N)C=C(C1Cl)N1CCN(CC1)C1COC1